FC(N1N=CC(=C1)C=1C=C2C(=NC1)CNC2=O)(F)F 3-[1-(Trifluoromethyl)pyrazol-4-yl]-6,7-dihydro-5H-pyrrolo[4,3-b]pyridin-5-one